{2-[3-(3-t-butyl-4-hydroxy-5-methylphenyl)propionyloxy]-1,1-dimethylethyl}2,4,8,10-tetraoxaspiro[5.5]undecane C(C)(C)(C)C=1C=C(C=C(C1O)C)CCC(=O)OCC(C)(C)C1OCOCC12COCOC2